C(C)SC1=NC(=NC=C1)NCC1=C(N=NN1C)C1=CC=C(C(=N1)C)O[C@@H]1C[C@H](CCC1)C(=O)O (1S,3S)-3-((6-(5-(((4-(ethylthio)pyrimidin-2-yl)amino)methyl)-1-methyl-1H-1,2,3-triazol-4-yl)-2-methylpyridin-3-yl)oxy)cyclohexane-1-carboxylic acid